FC1([C@@H](CN2C(N(C=C21)C2=NOC1=C2C(=CC(=C1)F)C1=C(C=C(C=C1F)F)F)=O)NS(=O)(=O)C)F N-{(6R)-7,7-difluoro-2-[6-fluoro-4-(2,4,6-trifluorophenyl)-1,2-benzoxazol-3-yl]-3-oxo-2,5,6,7-tetrahydro-3H-pyrrolo[1,2-c]imidazol-6-yl}methanesulfonamide